benzoic acid (2S)-2,4-dihydroxy-2-methylbutyl ester O[C@](COC(C1=CC=CC=C1)=O)(CCO)C